CC1=C(C=C(C(=C1)C1=NC2=CC=C(C=C2C=C1)C(F)(F)F)C)N1C(C=2N(CC1)N=CC2C)=O 5-(2,5-dimethyl-4-(6-(trifluoromethyl)quinolin-2-yl)phenyl)-3-methyl-6,7-dihydropyrazolo[1,5-a]pyrazin-4(5H)-one